C(CC)N1C=2N(C=3N=C(NC3C1=O)C=1C=NN(C1)CC=1C=NC=CC1)C=CN2 5-Propyl-2-[1-(3-pyridylmethyl)pyrazol-4-yl]-3H-imidazo[2,1-b]purin-4-on